1-(5-methyl-1-oxa-4,9-diazaspiro[5.5]undec-4-yl)prop-2-en-1-one CC1N(CCOC12CCNCC2)C(C=C)=O